N1(CCCCC1)C(=O)ONC=1N=CC2=C(N1)N(C(C(=C2)C(C)C)=O)C2C(CCC2)C ((6-isopropyl-8-(2-methylcyclopentyl)-7-oxo-7,8-dihydropyrido[2,3-d]pyrimidin-2-yl) amino) piperidine-1-carboxylate